(4-(5-bromo-3-cyano-4-hydroxypyridin-2-yl)benzyl)-5-fluoro-2-methoxybenzamide BrC=1C(=C(C(=NC1)C1=CC=C(CC=2C(=C(C(=O)N)C=C(C2)F)OC)C=C1)C#N)O